OC(C(=O)O)CC(C)C 2-Hydroxyisocaproic acid